FC1=C2CN(CC2=CC=C1OC)C(CCC(=O)OCC)=O ethyl 4-(4-fluoro-5-methoxyisoindolin-2-yl)-4-oxobutanoate